C1(=CC=CC=C1)NOC=1C(C(=O)O)=CC=CC1.C1(=CC=CC=C1)OC(C1=C(C=C(C=C1)N)O)=O 4-amino-2-hydroxy-benzoic acid phenyl ester (phenylaminosalicylate)